1,3,3-TRICHLORo-1,1-DIFLUORoPROPAN ClC(CC(Cl)Cl)(F)F